2-(3-(2-(4-methyl-4H-1,2,4-triazol-3-yl)-5,8-dioxaspiro[3.4]octan-2-yl)phenyl)-6-(((1-methylcyclobutyl)amino)methyl)-4-(trifluoromethyl)isoindolin-1-one CN1C(=NN=C1)C1(CC2(C1)OCCO2)C=2C=C(C=CC2)N2C(C1=CC(=CC(=C1C2)C(F)(F)F)CNC2(CCC2)C)=O